C1=CC=CC=2C3=CC=CC=C3C(C12)COC(=O)N1[C@H]([C@H](CC1)CC1=CC=C(C=C1)Br)C(=O)O (2R,3S)-1-(((9H-fluoren-9-yl)methoxy)carbonyl)-3-(4-bromobenzyl)pyrrolidine-2-carboxylic acid